β-(1-piperazinyl)-L-alanine N1(CCNCC1)C[C@H](N)C(=O)O